4-(5-(3-((2-(3-carboxypropionyl)-4-fluoro-6-methoxyisoindolin-5-yl)oxy)propoxy)-6-methoxybenzo[b]selenophen-2-yl)-4-oxobutanoic acid C(=O)(O)CCC(=O)N1CC2=CC(=C(C(=C2C1)F)OCCCOC1=CC2=C([Se]C(=C2)C(CCC(=O)O)=O)C=C1OC)OC